C1(=CC=CC=C1)C#CCOC1=C(CNC(C(=O)O)CC)C=CC=C1 (2-((3-phenylprop-2-yn-1-yl)oxy)benzylamino)butyric acid